NC=1C(=C(OC=2C=C3C(N(C=NC3=CC2)C2CC3(C2)CCN(CC3)C(=O)OC(C)(C)C)=O)C(=CC1)F)F tertbutyl 2-[6-(3-amino-2,6-difluoro-phenoxy)-4-oxo-quinazolin-3-yl]-7-azaspiro[3.5]nonane-7-carboxylate